FC=1C(=C(C(=C(O)C1F)C1=C(C(=C(C(=C1F)F)F)F)F)C1=C(C(=C(C(=C1F)F)F)F)F)C(C(F)(F)F)(C(F)(F)F)C1=C(C(=C(C(=C1F)F)O)F)F perfluorodiphenyl-bisphenol A